ClC1=CN=C(S1)NC(CC(=O)OCC)=O ethyl 3-((5-chlorothiazol-2-yl) amino)-3-oxopropionate